C(C)(C)(C)OC(=O)NC1CSC2=C(N(C1=O)CC1=CC=C(C=C1)OC(C(F)F)(F)F)C=C(C=C2)C(=O)O 3-(tert-butoxycarbonylamino)-4-oxo-5-[[4-(1,1,2,2-tetrafluoroethoxy)phenyl]methyl]-2,3-dihydro-1,5-benzothiazepine-7-carboxylic acid